(4R)-4-methyl-1-[1-[2-(trifluoromethyl)phenyl]ethyl]-1H,4H,5H,6H,7H-[1,2,3]triazolo[4,5-c]pyridine-5-carboxylic acid tert-butyl ester C(C)(C)(C)OC(=O)N1[C@@H](C2=C(CC1)N(N=N2)C(C)C2=C(C=CC=C2)C(F)(F)F)C